tert-hexyl-peroxy 2-ethylhexanoate C(C)C(C(=O)OOOC(C)(C)CCC)CCCC